FC1=C(C=CC(=C1F)OC)C1=CN=C2N1C=CN=C2NC2=CC(=C(C(=O)N1CCN(CC1)C(=O)[C@H]1NC[C@@H](C1)O)C=C2F)F (4-(4-((3-(2,3-di-fluoro-4-methoxy-phenyl)imidazo[1,2-a]pyrazin-8-yl)amino)-2,5-di-fluorobenzoyl)piperazin-1-yl)((2S,4R)-4-hydroxypyrrolidin-2-yl)methanone